4,6-Dichloro-5-((3,4-difluorobenzyl)oxy)-1H-indole-2-carboxylic acid ClC1=C2C=C(NC2=CC(=C1OCC1=CC(=C(C=C1)F)F)Cl)C(=O)O